N-(4-(4-chlorostyryl)thiazol-2-yl)-1-(pyridin-4-ylmethyl)-1H-pyrrole-2-carboxamide ClC1=CC=C(C=CC=2N=C(SC2)NC(=O)C=2N(C=CC2)CC2=CC=NC=C2)C=C1